FC1=C(OCCOCCOCCOCCOCCNC2=CC3=C(N=NN(C3=O)C3C(NC(CC3)=O)=O)C=C2)C(=CC=C1F)C=1N=C(SC1)N1CCOCC1 3-(6-((14-(2,3-difluoro-6-(2-morpholinothiazol-4-yl)phenoxy)-3,6,9,12-tetraoxatetradecyl)amino)-4-oxobenzo[d][1,2,3]triazin-3(4H)-yl)piperidine-2,6-dione